[Na+].[Na+].P(=O)([O-])([O-])O.O=C(O)CN(C)C(N)=N creatine phosphate disodium salt